2-((4-(((9-isopropyl-2-(piperazin-1-yl)-9H-purin-6-yl)amino)methyl)-[1,1'-biphenyl]-2-yl)oxy)ethanol C(C)(C)N1C2=NC(=NC(=C2N=C1)NCC1=CC(=C(C=C1)C1=CC=CC=C1)OCCO)N1CCNCC1